t-butyl (S)-(3-((t-butyldimethylsilyl)oxy)-1-(5-(3,5-dimethylisoxazol-4-yl)-1-(tetrahydro-2H-pyran-4-yl)-1H-benzo[d]imidazol-2-yl)propyl)carbamate [Si](C)(C)(C(C)(C)C)OCC[C@@H](C1=NC2=C(N1C1CCOCC1)C=CC(=C2)C=2C(=NOC2C)C)NC(OC(C)(C)C)=O